ClCCN(C1=CC=CC=2SC=CC21)CCCl N,N-bis(2-chloroethyl)benzo[b]thiophene-4-amine